FC1=C(C=CC(=C1)C(C)(C)NC)[S@@](=O)(N)=NC(NC1=C2CCCC2=CC=2CCCC12)=O |o1:12| (R) or (S)-2-fluoro-N'-((1,2,3,5,6,7-hexahydro-s-indacen-4-yl)carbamoyl)-4-(2-(methylamino)propan-2-yl)benzenesulfonimidamide